N-{4-[3-(2,5-difluorophenyl)-5-methyl-4-oxo-4,5-dihydro-1H-pyrrolo[3,2-c]pyridin-2-yl]pyridin-2-yl}-2-(4-fluorophenyl)propanamide FC1=C(C=C(C=C1)F)C1=C(NC2=C1C(N(C=C2)C)=O)C2=CC(=NC=C2)NC(C(C)C2=CC=C(C=C2)F)=O